FC=1C=CC2=C(N=C(S2)N)C1 5-fluoro-1,3-benzothiazol-2-amine